tert-butyl 4-[5-methyl-1-[4-(trifluoromethoxy)phenyl]pyrazol-4-yl]piperidine-1-carboxylate CC1=C(C=NN1C1=CC=C(C=C1)OC(F)(F)F)C1CCN(CC1)C(=O)OC(C)(C)C